C(C=C)(=O)N1C[C@@H](CCC1)N1N=C(C=2C1=NC=NC2N)C(=O)NC=2OC1=C(N2)C=CC=C1 (R)-1-(1-acryloylpiperidin-3-yl)-4-amino-N-(benzo[d]oxazol-2-yl)-1H-pyrazolo[3,4-d]pyrimidine-3-carboxamide